ClC=1C=C(C=C2C=C(N=NC12)NC(=O)[C@H]1[C@H](C1)F)C=1C=NC=CC1C1CC1 cis-N-(8-Chloro-6-(4-cyclopropylpyridin-3-yl)cinnolin-3-yl)-2-fluorocyclopropanecarboxamide